((3R,6S)-6-((S)-1-(4-fluorophenyl)-1,2,3,4-tetrahydroisoquinoline-2-carbonyl)-4-methylenetetrahydro-2H-pyran-3-yl) carbamate C(N)(O[C@H]1CO[C@@H](CC1=C)C(=O)N1[C@H](C2=CC=CC=C2CC1)C1=CC=C(C=C1)F)=O